ClC1=C(C=CC=C1)C1=NN2C(N=C(C=C2N2CCC(CC2)(C(=O)N)C)N(C)C[C@@H](CO)O)=C1C1=CC=C(C=C1)Cl 1-[2-(2-chlorophenyl)-3-(4-chlorophenyl)-5-[[(2S)-2,3-dihydroxypropyl]-methyl-amino]pyrazolo[1,5-a]pyrimidin-7-yl]-4-methyl-piperidine-4-carboxamide